cis-3-aminocyclobutan-1-ol hydrochloride Cl.N[C@H]1C[C@H](C1)O